C[C@@H]1CCC=2C=C(C=NC2[C@@H]1OC1=CC=C2C=NN(C2=C1)C=1C=NN(C1)C)C#N cis-7-Methyl-8-((1-(1-methyl-1H-pyrazol-4-yl)-1H-indazol-6-yl)oxy)-5,6,7,8-tetrahydroquinoline-3-carbonitrile